1-(tetrahydro-2H-pyran-4-yl)-2-((6-(trifluoromethoxy)benzo[d]thiazol-2-yl)amino)-1H-benzo[d]imidazole-5-carboxylic acid O1CCC(CC1)N1C(=NC2=C1C=CC(=C2)C(=O)O)NC=2SC1=C(N2)C=CC(=C1)OC(F)(F)F